C(C=C)(=O)OCCC=1C(=[N+](C=CC1)[N+]1=CC=CC=C1)CCCCCCCCCCCCCCCC acryloyloxyethyl-hexadecylbipyridinium